ClC=1C=C2C(=NC=NC2=C(C1)OC(F)F)N[C@@H](C)C1=NC(=NN1C1=CC(=NC=N1)C(=O)N)C1CC1 6-[5-[(1S)-1-[[6-chloro-8-(difluoromethoxy)quinazolin-4-yl]amino]ethyl]-3-cyclopropyl-1,2,4-triazol-1-yl]pyrimidine-4-carboxamide